ethyl 2-methanesulfonyl-4-methyl-5-oxo-8-(1,3-thiazol-2-yl)-5h,8h-pyrido[2,3-d]pyrimidine-6-carboxylate CS(=O)(=O)C=1N=C(C2=C(N1)N(C=C(C2=O)C(=O)OCC)C=2SC=CN2)C